1-[(4-methoxyphenyl)methyl]-7-morpholinopyrido[3,2-d]pyrimidine-2,4-dione COC1=CC=C(C=C1)CN1C(NC(C2=C1C=C(C=N2)N2CCOCC2)=O)=O